C(N)(OCC1=C(C(=C(C(=C1)N)C(=O)C1=C(C=CC(=C1)F)Cl)Br)OC)=O ({5-amino-3-bromo-4-[(2-chloro-5-fluorophenyl) carbonyl]-2-methoxyphenyl} methyl) carbamate